(R)-4-(7-(3-aminopiperidine-1-yl)-3-(benzo[d]thiazole-5-yl)-3H-imidazo[4,5-b]pyridine-2-yl)-2-fluorobenzonitrile N[C@H]1CN(CCC1)C1=C2C(=NC=C1)N(C(=N2)C2=CC(=C(C#N)C=C2)F)C=2C=CC1=C(N=CS1)C2